(4-[3,5-bis(2-hydroxyphenyl)-1,2,4-triazol-1-yl])Benzoic acid OC1=C(C=CC=C1)C1=NN(C(=N1)C1=C(C=CC=C1)O)C1=CC=C(C(=O)O)C=C1